1-(isopentyl)-3-phenyl-1,2,4-triazin-6(1H)-one C(CC(C)C)N1N=C(N=CC1=O)C1=CC=CC=C1